2-fluoroacrylic anhydride FC(C(=O)OC(C(=C)F)=O)=C